CC1(CCN(CC1)C(=O)OC(C)(C)C)C tert-butyl 4,4-dimethylpiperidine-1-carboxylate